N,N-bis(carboxymethyl)-L-Glutamat C(=O)(O)CN([C@@H](CCC(=O)[O-])C(=O)[O-])CC(=O)O